N=C(OC)NC(CCNC(OC(C)(C)C)=O)=O tert-butyl (3-((imino(methoxy)methyl)amino)-3-oxopropyl)carbamate